FC1=C(CCN2CCCCC2)C(=CC(=C1)N1CCOCC1)F (3S,4r,5R)-1-(2,6-difluoro-4-morpholinophenethyl)piperidine